O=C(C(=O)O)CCC(=O)O (dl)-alpha-ketoglutaric acid